6-(3-(Triethoxysilyl)propylamino)-1,3,5-triazine-2,4-Dithiol-Monosodium Salt [Na].C(C)O[Si](CCCNC1=NC(=NC(=N1)S)S)(OCC)OCC